nonadecyl-resorcinol C(CCCCCCCCCCCCCCCCCC)C1=C(O)C=CC=C1O